N-[6-(2-chloro-5-fluorophenyl)-3-methyl-8-oxo-7,8-dihydro-6H-pyrrolo[4,3-e]indazol-5-yl]-5-fluoro-3-(trifluoromethyl)benzamide ClC1=C(C=C(C=C1)F)C1NC(C=2C=3C=NN(C3C=C(C21)NC(C2=CC(=CC(=C2)F)C(F)(F)F)=O)C)=O